C(C(=C)C)(=O)NCC(=O)O N-methacryloyl-glycine